N-(3',4',5'-Trifluorobiphenyl-2-yl)-3-(chlorodifluoromethyl)-1-methylpyrazol-4-ylcarboxamide FC=1C=C(C=C(C1F)F)C1=C(C=CC=C1)NC(=O)C=1C(=NN(C1)C)C(F)(F)Cl